C(C)OC([C@H]([C@@H](C1=CC=CC=C1)O)Cl)=O (2S,3R)-2-chloro-3-hydroxy-3-phenylpropionic acid ethyl ester